C(C)(C)(C)N(C(O)=O)C1=CC=NC2=C(C=CC=C12)C1CC1.ClC1=C(C=CC(=C1)C(F)(F)F)C1=NC(=NO1)CNC(C1=C(C=CC=C1)C(F)(F)F)=O N-((5-(2-chloro-4-(trifluoromethyl)phenyl)-1,2,4-oxadiazol-3-yl)methyl)-2-(trifluoromethyl)benzamide tert-Butyl-(8-cyclopropylquinolin-4-yl)carbamate